N-(2-Methoxyethyl)-2-[2-oxo-6-(3-pyridyl)-3H-imidazo[4,5-b]pyridin-1-yl]acetamide COCCNC(CN1C(NC2=NC=C(C=C21)C=2C=NC=CC2)=O)=O